8-bromo-5,6-dihydro-4H-imidazo[4,5,1-ij]quinolin-2(1H)-one BrC=1C=C2CCCN3C2=C(C1)NC3=O